(3-((1S)-3-(trifluoromethoxy)cyclopentyl)phenyl)-4-(2-(trifluoromethyl)phenyl)thiazol-2-amine FC(OC1C[C@H](CC1)C=1C=C(C=CC1)C1=C(N=C(S1)N)C1=C(C=CC=C1)C(F)(F)F)(F)F